tert-butyl ((1S)-2-((1S,3S,5S)-3-cyano-2-azabicyclo[3.1.0]hexan-2-yl)-1-((1S,3R,5S)-3-(2-(2-hydroxyethoxy)ethoxy) adamantan-1-yl)-2-oxoethyl)carbamate C(#N)[C@H]1N([C@H]2C[C@H]2C1)C([C@H](C12CC3(C[C@@H](CC(C1)C3)C2)OCCOCCO)NC(OC(C)(C)C)=O)=O